ClC=1N=C(C=2N=C(N=C(C2N1)N)[2H])C 6-chloro-8-methylpyrimido[5,4-d]pyrimidin-2-d-4-amine